4-(heptyloxy)-N-[3-[2-(2H-tetrazol-5-yl)ethyl]phenyl]-benzamide C(CCCCCC)OC1=CC=C(C(=O)NC2=CC(=CC=C2)CCC=2N=NNN2)C=C1